2-pyridyl p-toluenesulfonate CC1=CC=C(C=C1)S(=O)(=O)OC1=NC=CC=C1